3-[4-(4-bromobutyl)-3-methyl-2-oxo-1,3-benzodiazol-yl]piperidine-2,6-dione BrCCCCC1=C(C=CC=2NC(N(C21)C)=O)C2C(NC(CC2)=O)=O